Dimethyl-tin oxide C[Sn](C)=O